DEHYDRO-2(S)-AMINO-6-BORONOHEXANOIC ACID [B-](/C=C/CC[C@@H](C(=O)O)N)(O)(O)O